FC1(CCC(CC1)[C@@H](C(=O)NC=1C(=NN(C1)[C@H](C)C1=CC=NNC1=O)F)NC(=O)C=1N(N=CC1)C(C)C)F |o1:16| N-[(1S)-1-(4,4-difluorocyclohexyl)-2-[[3-fluoro-1-[(1R*)-1-(6-oxo-1H-pyridazin-5-yl)ethyl]pyrazol-4-yl]amino]-2-oxo-ethyl]-2-isopropyl-pyrazole-3-carboxamide